N[C@@H]([C@H]1C(NC2=C(N1)N=CC=C2)=O)C2=CC(=CC=C2)F (S)-3-((R)-amino(3-fluorophenyl)methyl)-3,4-dihydropyrido[2,3-b]pyrazin-2(1H)-one